(2S)-8-(difluoromethoxy)-8'-fluoro-3H-spiro[imidazo[1,2-a]pyridine-2,4'-thiochroman]-6-carbonitrile-2',2',3'-d3 FC(OC=1C=2N(C=C(C1)C#N)C[C@@]1(C(C(SC3=C(C=CC=C13)F)([2H])[2H])[2H])N2)F